CC1CCC2(CN(C2=O)C(C(=O)O)CCC(=O)O)CC1 2-(7-Methyl-1-Oxo-2-Azaspiro[3.5]Nonan-2-Yl)Pentanedioic Acid